4-[(6-methoxy-1,2,3,4-tetrahydroquinolin-1-yl)sulfonyl]benzaldehyde COC=1C=C2CCCN(C2=CC1)S(=O)(=O)C1=CC=C(C=O)C=C1